7-(3,6-diazabicyclo[3.1.1]heptan-3-yl)-2-(2,6-dioxopiperidin-3-yl)-4,5-difluoroisoindoline-1,3-dione C12CN(CC(N1)C2)C=2C=C(C(=C1C(N(C(C21)=O)C2C(NC(CC2)=O)=O)=O)F)F